Trans-N-(3-((5-fluoro-4-(4-fluoro-1-isopropyl-2-methyl-1H-benzo[d]imidazol-6-yl)pyrimidin-2-yl)amino)cyclopentyl)methanesulfonamide FC=1C(=NC(=NC1)N[C@@H]1C[C@H](CC1)NS(=O)(=O)C)C=1C=C(C2=C(N(C(=N2)C)C(C)C)C1)F